CN(S(=O)(=O)NC(=O)[C@@H]1CN(CCN1C(=O)N1C2=C(CC(C3=C1C=CC=C3)=O)C=CC=C2)C(=O)N(C2=C(C=CC=C2)OC)C2=C(C=CC=C2)OC)C (S)-N3-(N,N-dimethylsulphamoyl)-N1,N1-bis(2-methoxyphenyl)-4-(10-oxo-10,11-dihydro-5H-dibenzo[b,f]azepine-5-carbonyl)piperazine-1,3-dicarboxamide